NC1=C(C=CC=C1)SC=1C(=CC(=C(C1)SC1=C(N)C=CC=C1)[N+](=O)[O-])Cl 2-((5-[(2-aminophenyl)thio]-4-chloro-2-nitrophenyl)thio)aniline